N-(3-cyanophenyl)-3-(4-fluoro-2-methoxyphenoxy)quinoxaline-2-carboxamide C(#N)C=1C=C(C=CC1)NC(=O)C1=NC2=CC=CC=C2N=C1OC1=C(C=C(C=C1)F)OC